F[C@H]1CN(CC[C@@H]1NC1=NN2C(C(=N1)OC([2H])([2H])[2H])=C(C=C2)C=2C=CC1=C(N(N=N1)CCF)C2)C2COC2 N-((3S,4S)-3-fluoro-1-(oxetan-3-yl)piperidin-4-yl)-5-(1-(2-fluoroethyl)-1H-benzo[d][1,2,3]triazol-6-yl)-4-(methoxy-d3)pyrrolo[2,1-f][1,2,4]triazin-2-amine